C(C)(C)(C)OC(=O)N1CC(C=C1)C1=CC=C(C=C1)C(F)(F)F 3-(4-(trifluoromethyl)phenyl)-2,3-dihydro-1H-pyrrole-1-carboxylic acid tert-butyl ester